BrC=1C=CC(=C(CNC(C(=O)OC)CC2=CC=C(C=C2)O)C1)O methyl 2-(5-bromo-2-hydroxybenzylamino)-3-(4-hydroxyphenyl)propanoate